CNC(CC1=C(C=CC=C1)C=NOC(C)C1=CC(=CC=C1)C(F)(F)F)=O N-methyl-2-[[[1-[3-(trifluoromethyl)-phenyl]ethoxy]imino]methyl]benzeneacetamide